C(C)(C)(C)OOCC(C(=O)OOC(C(COOC(C)(C)C)(C)C)=O)(C)C di(tert-butyl peroxypivaloyl) peroxide